C1=CC=CC2=C(C3=CC4=CC5=CC6=CC7=CC8=CC9=CC=CC=C9C=C8C=C7C=C6C=C5C=C4C=C3C=C12)O nonacen-5-ol